C(CC#CC)=O 3-PENTYNAL